ClC=1C=C(C=NC1)C1=CC(=C(C=C1)NC(C(C)(C)C=1N=C(SC1)NS(=O)(=O)C1CC1)=O)C(C)C N-(4-(5-chloropyridin-3-yl)-2-isopropylphenyl)-2-(2-(cyclopropanesulfonamido)thiazol-4-yl)-2-methylpropanamide